N-(3-(pyridin-4-yloxy)phenyl)-4-(quinolin-4-ylamino)benzamide N1=CC=C(C=C1)OC=1C=C(C=CC1)NC(C1=CC=C(C=C1)NC1=CC=NC2=CC=CC=C12)=O